(3aR,5s,6aS)-N-(6-(2-chloro-5-fluorophenyl)-5-(trifluoro-methyl)pyridazin-3-yl)-2-((tetrahydro-2H-pyran-4-yl)methyl)octahydro-cyclopenta[c]pyrrol-5-amine ClC1=C(C=C(C=C1)F)C1=C(C=C(N=N1)NC1C[C@@H]2[C@@H](CN(C2)CC2CCOCC2)C1)C(F)(F)F